NC=1N=NC(=CC1C=1C=NN(C1)C1CCC(CC1)N1CCC(CC1)C1=CC=CC2=C1OCCN2C2C(NC(CC2)=O)=O)C2=C(C=CC=C2)O 3-(8-(1-((1r,4r)-4-(4-(3-amino-6-(2-hydroxyphenyl)pyridazin-4-yl)-1H-pyrazol-1-yl)cyclohexyl)piperidin-4-yl)-2,3-dihydro-4H-benzo[b][1,4]oxazin-4-yl)piperidine-2,6-dione